tert-butyl (4R)-4-((4-(3-(2,6-dioxopiperidin-3-yl)-1-methyl-1H-indazol-7-yl)piperazin-1-yl)methyl)-3,3-dimethylpiperidine-1-carboxylate O=C1NC(CCC1C1=NN(C2=C(C=CC=C12)N1CCN(CC1)C[C@H]1C(CN(CC1)C(=O)OC(C)(C)C)(C)C)C)=O